2-chloro-5-[[(2,2-dimethyl-1-oxopropyl)amino]methyl]-N-methyl-N-(2-methyl-2-propen-1-yl)-Benzamide ClC1=C(C(=O)N(CC(=C)C)C)C=C(C=C1)CNC(C(C)(C)C)=O